(R)-5-((4-(2-fluoro-3-methylpyridin-4-yl)phenyl)sulfonyl)-6-hydroxy-2-isopentyl-1-(2-methoxy-1-phenylethyl)pyrimidin-4(1H)-one FC1=NC=CC(=C1C)C1=CC=C(C=C1)S(=O)(=O)C=1C(N=C(N(C1O)[C@@H](COC)C1=CC=CC=C1)CCC(C)C)=O